2-(2'-Hydroxy-3,5-di-tert.amylphenyl)benzotriazole OC1=C(C=C(C=C1C(C)(C)CC)C(C)(C)CC)N1N=C2C(=N1)C=CC=C2